C1(CC1)CN1C(=CC=2C1=NC(=CC2)[C@@H](C)NC(=O)N2CCCC2)C=2N=C1N(C(=CC(=C1)C(=O)O)OC)C2C 2-[1-(cyclopropylmethyl)-6-[(1R)-1-(pyrrolidine-1-carbonylamino)ethyl]pyrrolo[2,3-b]pyridin-2-yl]-5-methoxy-3-methyl-imidazo[1,2-a]pyridine-7-carboxylic acid